C1(CC1)C=1C=CC=2N(C1)C=C(N2)CN(C=2C=CC(=C(C2)NC(=O)[C@@H]2[C@H](C2)C2=NC=CC(=N2)C)S(N)(=O)=O)C |r| rac-(1S*,2S*)-N-(5-(((6-cyclopropylimidazo[1,2-a]pyridin-2-yl)methyl)(methyl)amino)-2-sulfamoylphenyl)-2-(4-methylpyrimidin-2-yl)cyclopropane-1-carboxamide